1-cyclopentyl-N-[6-(piperazin-1-yl)-2-(pyrrolidin-1-yl)pyrimidin-4-yl]-1H-pyrazolo[4,3-c]pyridin-6-amine C1(CCCC1)N1N=CC=2C=NC(=CC21)NC2=NC(=NC(=C2)N2CCNCC2)N2CCCC2